C(C)(C)(C)OC(NC1=CC(=NC=C1)C=O)=O (2-FORMYL-PYRIDIN-4-YL)-CARBAMIC ACID TERT-BUTYL ESTER